N1=C(C=CC=C1C(=O)Cl)C(=O)Cl 6-pyridinediformyl chloride